C(C)OC1=NC=CC=C1C1=NC(=C(C=C1)N1[C@@H](CN(CC1)C(=O)OC(C)(C)C)CC)C(N[C@H]1CN(CC1)C)=O tert-butyl (3R)-4-(2'-ethoxy-6-{[(3R)-1-methylpyrrolidin-3-yl]carbamoyl}-[2,3'-bipyridin]-5-yl)-3-ethylpiperazine-1-carboxylate